NC=1C=2N(C(=C(N1)C)C)C(=NC2C2=C(C=C(C=C2)NC(C(O)C2=CC(=CC=C2)F)=O)C)C N-(4-(8-amino-3,5,6-trimethylimidazo[1,5-a]pyrazin-1-yl)-3-methyl-phenyl)-2-(3-fluorophenyl)-2-hydroxyacetamide